N-((S)-cyano((S)-7-fluorospiro[chromane-3,1'-cyclopropan]-4-yl)methyl)-1-ethyl-1H-pyrazole-5-carboxamide C(#N)[C@@H](NC(=O)C1=CC=NN1CC)[C@@H]1C2=CC=C(C=C2OCC12CC2)F